Tert-butyl 2-(4-bromo-2,3,6-trifluorobenzyl)-1-(2-methoxyethyl)-1H-benzo[d]imidazole-6-carboxylate BrC1=C(C(=C(CC2=NC3=C(N2CCOC)C=C(C=C3)C(=O)OC(C)(C)C)C(=C1)F)F)F